FC(CC(=O)C1=CC=C(C=C1)OC)(F)F alpha-trifluoromethyl-p-methoxyacetophenone